((tert-butoxycarbonyl) amino)-2-fluoro-3-oxoadipate C(C)(C)(C)OC(=O)NC(C(=O)[O-])(C(CCC(=O)[O-])=O)F